trimethyl-ammonium chloride tert-butyl-3-(4-(4-(1-(2-amino-4-(trifluoromethoxy)benzoyl)piperidin-4-yl)quinazolin-7-yl)piperazin-1-yl)propanoate C(C)(C)(C)OC(CCN1CCN(CC1)C1=CC=C2C(=NC=NC2=C1)C1CCN(CC1)C(C1=C(C=C(C=C1)OC(F)(F)F)N)=O)=O.[Cl-].C[NH+](C)C